4-((tert-butyldimethylsilyl)oxy)-2-(4-nitrophenyl)butyric acid [Si](C)(C)(C(C)(C)C)OCCC(C(=O)O)C1=CC=C(C=C1)[N+](=O)[O-]